1,3-dimethyl-7-[(4-methylphenyl)methyl]-2,3,6,7-tetrahydro-1H-purine-2,6-dione CN1C(N(C=2N=CN(C2C1=O)CC1=CC=C(C=C1)C)C)=O